COC1CCOCC1 4-methoxytetrahydro-2H-pyran